3-((1-(5-methoxy-2-(1-methyl-1H-pyrazol-4-yl)-4-nitrophenyl)piperidin-4-yl)methyl)-3,9-diazaspiro[5.5]undecane hydrochloride Cl.COC=1C(=CC(=C(C1)N1CCC(CC1)CN1CCC2(CC1)CCNCC2)C=2C=NN(C2)C)[N+](=O)[O-]